4-(pyrrolidin-1-yl)benzamide N1(CCCC1)C1=CC=C(C(=O)N)C=C1